FC(COC1=NSN=C1C=1CN(CCC1)C(F)F)(CCCC)F 3-((2,2-difluorohexyl)oxy)-4-(1-(difluoromethyl)-1,2,5,6-tetrahydropyridin-3-yl)-1,2,5-thiadiazole